Phosphorus Chrysen C1=CC=CC=2C3=CC=C4C=CC=CC4=C3C=CC12.[P]